tetra-dibutyl-pentaerythritol hydroxyhydrocinnamate OC(C(=O)O)CC1=CC=CC=C1.C(CCC)C(O)(C(CO)(CO)CO)CCCC.C(CCC)C(O)(C(CO)(CO)CO)CCCC.C(CCC)C(O)(C(CO)(CO)CO)CCCC.C(CCC)C(O)(C(CO)(CO)CO)CCCC